ethyleneglycol di-aminoethyl ether NC(COCCO)N